N1=CC=C(C=C1)CCC1=CN=C(S1)NC(N)=O 3-[5-(2-pyridin-4-yl-ethyl)-thiazol-2-yl]-urea